2-bromo-6-(5-(piperazin-1-yl)-1H-pyrazol-3-yl)phenol BrC1=C(C(=CC=C1)C1=NNC(=C1)N1CCNCC1)O